C(C)(=O)N1CC2=CC(=CC(=C2CC1)[C@H]1N(CCC1)C(=O)[O-])C=1C=C2C(=NC1)NC=C2C (S)-2-(2-Acetyl-7-(3-methyl-1H-pyrrolo[2,3-b]pyridin-5-yl)-1,2,3,4-tetrahydroisoquinoline-5-yl)pyrrolidine-1-carboxylate